OC(C(=O)[O-])(C1=CC=CC=C1)O.[Na+] sodium dihydroxyphenylacetate